ClC1=CC(=C(C=C1)N/C(/C(=O)OC)=C\C(=O)OC)F dimethyl 2-((4-chloro-2-fluorophenyl)amino)fumarate